FC(C(C)=O)C(C)=O 3-fluoropentane-2,4-dione